4-(4-bromophenyl)-dibenzofuran BrC1=CC=C(C=C1)C1=CC=CC2=C1OC1=C2C=CC=C1